ClC=1C(=CC(=C(C1)C1=NNC=C1C=1N=C2C=C(C=NC2=CC1)C=1N=NN(C1)CCNC)F)F 2-[4-[6-[3-(5-chloro-2,4-difluoro-phenyl)-1H-pyrazol-4-yl]-1,5-naphthyridin-3-yl]triazol-1-yl]-N-methyl-ethanamine